(4-(1,1-bis(p-hydroxyphenyl)ethyl)α,α-dimethylbenzyl)phenol OC1=CC=C(C=C1)C(C)(C1=CC=C(C=C1)O)C1=CC=C(C(C)(C)C2=C(C=CC=C2)O)C=C1